COC=1C=C2C(CC(OC2=CC1)C1=CC(=CC=C1)OC)=O 6,3'-dimethoxyflavanone